bis(3,5-di-tert-butyl-4-hydroxyphenylpropionyl)hexamethylenediamine C(C)(C)(C)C=1C=C(C=C(C1O)C(C)(C)C)CCC(=O)NCCCCCCNC(CCC1=CC(=C(C(=C1)C(C)(C)C)O)C(C)(C)C)=O